2-fluoro-1-(2-(1-(4-fluorophenyl)-6-methyl-1H-indazol-5-yl)-4-((2-methyl-2H-1,2,3-triazol-4-yl)sulfonyl)piperazin-1-yl)-2-methylpropan-1-one FC(C(=O)N1C(CN(CC1)S(=O)(=O)C1=NN(N=C1)C)C=1C=C2C=NN(C2=CC1C)C1=CC=C(C=C1)F)(C)C